N-(2-fluoro-4-hydroxy-5-(methylsulfonyl)phenyl)-4-((4-(trifluoromethoxy)phenethyl)thio)benzamide FC1=C(C=C(C(=C1)O)S(=O)(=O)C)NC(C1=CC=C(C=C1)SCCC1=CC=C(C=C1)OC(F)(F)F)=O